NC1=CC(=C(C=C1)NC(C1=C(C=C(C(=C1)F)N1N=C(N(C1=O)C)CC)O[C@@H](C)CCC)=O)C(F)(F)F N-[4-amino-2-(trifluoromethyl)phenyl]-4-(3-ethyl-4-methyl-5-oxo-4,5-dihydro-1H-1,2,4-triazol-1-yl)-5-fluoro-2-[(2S)-pent-2-yloxy]benzamide